(R)-5-methoxy-3-((1-(methyl-d3)pyrrolidin-2-yl)methyl-d2)-1H-indole COC=1C=C2C(=CNC2=CC1)C([2H])([2H])[C@@H]1N(CCC1)C([2H])([2H])[2H]